(E)-N-((2,6-diisopropyl-4-methylphenyl)carbamoyl)-3-(dimethylamino)prop-1-ene-1-sulfonamide C(C)(C)C1=C(C(=CC(=C1)C)C(C)C)NC(=O)NS(=O)(=O)\C=C\CN(C)C